1-(3-chloropyridin-2-yl)-1H-pyrazole-5-carboxamide ClC=1C(=NC=CC1)N1N=CC=C1C(=O)N